C(=CC1=CC=CC=C1)C=1NC2=C(C1)C1=CC=CC=C1C=C2 2-styryl-naphtho-[1,2-d]Azole